6-chloro-5-[4-[(2-ethyl-5-fluoro-3-oxo-4H-quinoxalin-6-yl)methyl]piperazin-1-yl]-N-methyl-pyridine-2-carboxamide ClC1=C(C=CC(=N1)C(=O)NC)N1CCN(CC1)CC=1C(=C2NC(C(=NC2=CC1)CC)=O)F